hexa(naphthyl)naphthol C1(=CC=CC2=CC=CC=C12)C1=C(C(=C2C(=C(C(=C(C2=C1)O)C1=CC=CC2=CC=CC=C12)C1=CC=CC2=CC=CC=C12)C1=CC=CC2=CC=CC=C12)C1=CC=CC2=CC=CC=C12)C1=CC=CC2=CC=CC=C12